FC=1C=C(C(=NC1)OC)CNC1=NC(=C(C=C1)CC1=CNC2=NC=C(C=C21)C)F 5-fluoro-N-[6-fluoro-5-[(5-methyl-1H-pyrrolo[2,3-b]pyridin-3-yl)methyl]-2-pyridinyl]-2-methoxy-3-pyridinemethanamine